(3-(2-(methoxyimino)propionyl)-3-azabicyclo[3.1.1]hept-6-yl)carbamate CON=C(C(=O)N1CC2C(C(C1)C2)NC([O-])=O)C